dimethyl-1,5-pentanediol CC(CCO)(CCO)C